(S)-2-(1-(4-chlorothiazol-2-yl)-1H-pyrazol-4-yl)-N-(5-cyclopropyl-1H-pyrazol-3-yl)propanamide ClC=1N=C(SC1)N1N=CC(=C1)[C@@H](C(=O)NC1=NNC(=C1)C1CC1)C